ClC=1C=C2C(=NC1OC)C(=C(N2C)C2=NNC(=N2)[C@@H](C(F)F)O)N2C=NC=C2 (S)-1-(3-(6-chloro-3-(1H-imidazol-1-yl)-5-methoxy-1-methyl-1H-pyrrolo[3,2-b]-pyridin-2-yl)-1H-1,2,4-triazol-5-yl)-2,2-difluoro-ethan-1-ol